OC(CSC=1NOC2=C(C1)C=CC=C2)O dihydroxyethyl-thiobenzoxazine